((R)-4-(azetidin-1-yl)-2,5-dimethyl-5,7-dihydro-6H-pyrrolo[3,4-d]pyrimidin-6-yl)((R)-pyrrolidin-3-yl)methanone dihydrochloride Cl.Cl.N1(CCC1)C=1C2=C(N=C(N1)C)CN([C@@H]2C)C(=O)[C@H]2CNCC2